C(C)(=O)[O-].C(C1=CC=CC=C1)[NH3+] benzyl-ammonium acetate